C1(=CC(=CC=C1)NC1=CC=CC2=C1OC1=C2C=CC=C1)C1=CC=CC=C1 N-([1,1'-biphenyl]-3-yl)dibenzo[b,d]furan-4-amine